5-Fluoro-6-(2-methoxyethoxy)-3-(3-{5-[3-(morpholin-4-yl)azetidin-1-carbonyl]-1,3-thiazol-2-yl}-1,2-oxazol-5-yl)-1H-indazol FC=1C=C2C(=NNC2=CC1OCCOC)C1=CC(=NO1)C=1SC(=CN1)C(=O)N1CC(C1)N1CCOCC1